tert-butyl (1-(4-fluoro-3-(1-methyl-1H-pyrazol-3-yl)-[1,1'-biphenyl]-4-yl)cyclopropyl)carbamate FC1(C(C=C(C=C1)C1=CC=CC=C1)C1=NN(C=C1)C)C1(CC1)NC(OC(C)(C)C)=O